3-(4-chlorophenyl)-1-isopropyl-4-((5-(trifluoromethyl)pyridin-2-yl)methyl)piperazine-2,5-dione ClC1=CC=C(C=C1)C1C(N(CC(N1CC1=NC=C(C=C1)C(F)(F)F)=O)C(C)C)=O